2-AMINO-6-(TRIFLUOROMETHOXY)BENZALDEHYDE NC1=C(C=O)C(=CC=C1)OC(F)(F)F